ClC=1C=C(C(=O)O)C=C(C1C1=CN(C2=NC=C(C=C21)C=2C(=NOC2C)C)C2=NC=CC=C2C#N)OC2CCC2 3-chloro-4-(1-(3-cyanopyridin-2-yl)-5-(3,5-dimethylisoxazol-4-yl)-1H-pyrrolo[2,3-b]pyridin-3-yl)-5-cyclobutoxybenzoic acid